N-{(2S,3R,4S)-1-(cyclopropanecarbonyl)-4-fluoro-2-[(2,3',5'-trifluoro[1,1'-biphenyl]-3-yl)methyl]pyrrolidin-3-yl}cyclopropanesulfonamide C1(CC1)C(=O)N1[C@H]([C@H]([C@H](C1)F)NS(=O)(=O)C1CC1)CC=1C(=C(C=CC1)C1=CC(=CC(=C1)F)F)F